4-((R)-3-(4-fluorophenyl pyrrolidine-1-carbonyl)phenoxy)-3-(1H-tetrazol-1-yl)propan-2-yl methanesulfonate CS(=O)(=O)OC(C)CN1N=NN(C1)OC1=CC(=CC=C1)C(=O)N1[C@H](CCC1)C1=CC=C(C=C1)F